OC(C(=O)O)CCCCC hydroxyenanthic acid